C(C1=CC=CC=C1)OC1=NOC(=C1)C(C(=O)OCC)C(C)C Ethyl 2-(3-(benzyloxy)isoxazol-5-yl)-3-methylbutanoate